C1(CC1)OC=1C=CC(=C(C1)N1CCN(CC1)CC=1SC2=C(N1)C=CC=C2)C=2N=NNN2 2-[[4-[5-(cyclopropoxy)-2-(2H-tetrazol-5-yl)phenyl]piperazin-1-yl]-methyl]-1,3-benzo-thiazole